C(CCCCCCCCCCCCCCCCC)OC(C(=O)OC(CCCCCCCCCCC)CCCCCCCC)CCCCCCCCCCCCCCCC octyl-dodecanol stearyl-oxystearate